aspartic acid thioester S1OC([C@@H](N)CC(=O)O1)=O